tert-butyl (2R)-3-((3-hydroxypropyl)amino)-2-methylpyrrolidine-1-carboxylate OCCCNC1[C@H](N(CC1)C(=O)OC(C)(C)C)C